ClC=1C(=NNC1)C1=NC(=NC=C1C#N)N[C@@H]1CC[C@H](CC1)N(C(OCC(F)F)=O)C=1C=NN(C1)C=1C=NC(=NC1)OC 2,2-difluoroethyl (trans-4-((4-(4-chloro-1H-pyrazol-3-yl)-5-cyanopyrimidin-2-yl)amino)cyclohexyl)(1-(2-methoxypyrimidin-5-yl)-1H-pyrazol-4-yl)carbamate